FC(OC1=C(C=CC(=C1)OC(F)F)C=1C=2N(C(=NN1)N[C@H]1CN(C[C@@H](C1)F)C)C=CC2)F 1-[2,4-bis(difluoromethoxy)phenyl]-N-[(3R,5R)-5-fluoro-1-methylpiperidin-3-yl]pyrrolo[1,2-d][1,2,4]triazin-4-amine